C(C1=CC=CC=C1)OC1=C2C(CCN(C2=NC=C1)CC1=CC=C(C=C1)OC)=O 5-(benzyloxy)-1-[(4-methoxyphenyl)methyl]-2,3-dihydro-1,8-naphthyridin-4(1H)-one